2-{[4-Fluoro-3-(7-morpholin-4-yl-quinazolin-4-yl)-phenyl]hydroxy-methyl}-3-methyl-3H-pyrimidin-4-one FC1=C(C=C(C=C1)C(C1=NC=CC(N1C)=O)O)C1=NC=NC2=CC(=CC=C12)N1CCOCC1